CC=1C=C2/C(/C(NC2=CC1C(=O)OC)=O)=C(\C1=CC=CC=C1)/NC1=CC=C(C=C1)C(NOCCCN1CCN(CC1)C)=O (Z)-Methyl 5-methyl-3-(((4-((3-(4-methylpiperazin-1-yl)propoxy)carbamoyl)phenyl)amino)(phenyl)methylene)-2-oxoindoline-6-carboxylate